ClC1=NC=C(C#N)C(=C1)OC([2H])([2H])[2H] 6-chloro-4-(methoxy-d3)nicotinonitrile